Uracil nitrogen [N].N1C(=O)NC(=O)C=C1